7-(4-bromophenyl)hexahydroisobenzofuran-1(3H)-one BrC1=CC=C(C=C1)C1CCCC2COC(C12)=O